C(=O)C1=C(C=C(C=C1)S(=O)(=O)[O-])S(=O)(=O)[O-].[Na+].[Na+] sodium 4-formyl-1,3-benzenedisulfonate